C(CCCCCCCCCCCCCCCCC)(=O)OC(C)C(CCCCCCCCCCC)O 3-hydroxy-2-tetradecyl octadecanoate